N-undecylquinoline-2-carboxamide C(CCCCCCCCCC)NC(=O)C1=NC2=CC=CC=C2C=C1